NC=1C(=NC(=CC1)C=1C=NC=C(C1)F)C#N 3-amino-6-(5-fluoro-3-pyridyl)pyridine-2-carbonitrile